C(C1=CC=CC=C1)OC(N[C@H](C(=O)NNC(C(C)(C)NC(=O)OC(C)(C)C)=O)CC1=CNC2=CC=CC=C12)=O (S)-(1-(2-(2-((tert-Butoxycarbonyl)amino)-2-methylpropanoyl)hydrazino)-3-(1H-indol-3-yl)-1-oxopropan-2-yl)carbamic acid benzyl ester